O1CC(CC1)C=1NC=2C(=NC(=CC2)C(F)(F)F)N1 2-tetrahydrofuran-3-yl-5-(trifluoromethyl)imidazo[4,5-b]pyridine